COC1=C(C(=CC(=C1)[C@@H]1OCCC1)OC)S(=O)(=O)Cl 2,6-dimethoxy-4-[(2R)-oxolan-2-yl]benzene-1-sulfonyl chloride